C(C)(C)NC(O[C@H]1C[C@H](CC1)C1=NN(C(=C1)NC1=C(C2=C(S(CC2)(=O)=O)C=C1)F)C(C)(C)C)=O (1R,3S)-3-(1-(tert-butyl)-5-((4-fluoro-1,1-dioxido-2,3-dihydrobenzo[b]thiophen-5-yl)amino)-1H-pyrazol-3-yl)cyclopentyl isopropylcarbamate